C(C)(C)(C)OC(=O)N1CCN(CC1)C1=NC=NC2=CC(=CC=C12)Br 4-(7-bromoquinazolin-4-yl)piperazine-1-carboxylic acid tert-butyl ester